N-methyl-1-((trans)-4-(methyl(7-(2-(4-(1-oxoisoindoline-2-yl)phenyl)butyryl)-7H-Pyrrolo[2,3-d]pyrimidin-4-yl)amino)cyclohexyl)methanesulfonamide CNS(=O)(=O)C[C@@H]1CC[C@H](CC1)N(C=1C2=C(N=CN1)N(C=C2)C(C(CC)C2=CC=C(C=C2)N2C(C1=CC=CC=C1C2)=O)=O)C